Propan-2-yl 2-(2-{[7-(5-methyl-1,2,4-oxadiazol-3-yl)isoquinolin-1-yl]amino}ethyl)-3-oxo-2,3-dihydro-1H-isoindole-5-carboxylate CC1=NC(=NO1)C1=CC=C2C=CN=C(C2=C1)NCCN1CC2=CC=C(C=C2C1=O)C(=O)OC(C)C